C(C)(C)(C)OC(=O)N1CCC(CC1)NC(C1=C(C(=C(C=C1)Br)F)CCO)=O.BrC=1C=C(C=2NC3=CC=C(C=C3C2C1)Br)[2H] 3,6-dibromodeuterocarbazole tert-butyl-4-[4-bromo-3-fluoro-2-(2-hydroxyethyl)benzamido]piperidine-1-carboxylate